C(C1=CC=CC=C1)N1C(C(=CC(=C1)C(=O)N[C@H]1[C@@H](C1)C)C(=O)NC)=O 1-benzyl-N3-methyl-N5-((1r,2r)-2-methylcyclopropyl)-2-oxo-1,2-dihydropyridine-3,5-dicarboxamide